4-amino-6-(trifluoromethyl)pyrimidine-2-thiol NC1=NC(=NC(=C1)C(F)(F)F)S